NC1(CC1)C=1C=2C3=C(C(N(C3=CC1)CC)=O)C=CC2 6-(1-aminocyclopropyl)-1-ethylbenzo[cd]indol-2(1H)-one